6-(5-Methyl-3-pyridyl)-3-morpholinopyrazin CC=1C=C(C=NC1)C1=CN=C(C=N1)N1CCOCC1